{[(1r,3r)-3-[(4S)-4-[(5-cyclohexyl-1,3-thiazol-2-yl)amino]-2-oxopyrrolidin-1-yl]cyclobutyl]amino}formonitrile C1(CCCCC1)C1=CN=C(S1)N[C@H]1CC(N(C1)C1CC(C1)NC#N)=O